(3R)-3-{[2-(3-Ethyl-1,2,4-oxadiazol-5-yl)[1,2,4]triazolo[1,5-c]quinazolin-5-yl]amino}azepin-2-one C(C)C1=NOC(=N1)C1=NN2C(=NC=3C=CC=CC3C2=N1)NC=1C(N=CC=CC1)=O